N-(3-(5-(2-(2,6-diazaspiro[3.3]heptan-2-yl)pyrimidin-5-yl)-1H-pyrrolo[2,3-b]pyridine-3-carbonyl)-2,4-difluorophenyl)pyrrolidine-1-sulfonamide 2,2,2-trifluoroacetate FC(C(=O)O)(F)F.C1N(CC12CNC2)C2=NC=C(C=N2)C=2C=C1C(=NC2)NC=C1C(=O)C=1C(=C(C=CC1F)NS(=O)(=O)N1CCCC1)F